2-Methoxy-6-{[4-(propan-2-yl)piperazin-1-yl]methyl}aniline COC1=C(N)C(=CC=C1)CN1CCN(CC1)C(C)C